hydroxy-octanediamine OC(CCCCCCC)(N)N